FC(C1=C(N)C=CC(=C1)S(=O)(=O)C)F 2-(difluoromethyl)-4-(methylsulfonyl)aniline